HEXAENE-5-CARBOXAMIDE C=CCCC(C)C(=O)N